C[S@@](=O)CC1=C(C=CC(=C1)[N+](=O)[O-])C1=CCCN(C1)C(=O)OC(C)(C)C |r| (±)-tert-butyl 5-(2-((methylsulfinyl)methyl)-4-nitrophenyl)-3,6-dihydropyridine-1(2H)-carboxylate